6,12-dihydroxy-4,4,8,10,14-pentamethyl-17-(2,6,6-trimethyltetrahydro-2H-pyran-2-yl)hexadecahydro-1H-cyclopenta[a]phenanthren-3-yl (tert-butoxycarbonyl)glycinate C(C)(C)(C)OC(=O)NCC(=O)OC1CCC2(C3CC(C4C(CCC4(C3(CC(C2C1(C)C)O)C)C)C1(OC(CCC1)(C)C)C)O)C